N1N=CC=C1CC=1SC2=C(C3=C(C(N(N=C3)CC3=NC(=CC=C3)C)=O)N2C)N1 2-((1H-pyrazol-5-yl)methyl)-4-methyl-6-((6-methylpyridin-2-yl)methyl)-4,6-dihydro-5H-thiazolo[4',5':4,5]pyrrolo[2,3-d]pyridazin-5-one